C(C)(C)O[Si](OC(CCC(=O)OC(C)C)=O)(OC(CCC(=O)OC(C)C)=O)OC(C)C Diisopropoxydi(3-isopropoxycarbonylpropanoyloxy)-silan